ClC=1C=C(C=2C[C@H](CC2C1)NC=1N=CC2=C(N1)CN(C2=O)C2CC2)C#N (S)-6-chloro-2-((6-cyclopropyl-5-oxo-6,7-dihydro-5H-pyrrolo[3,4-d]pyrimidin-2-yl)amino)-2,3-dihydro-1H-indene-4-carbonitrile